dipropoxytitanium chloride [Cl-].C(CC)O[Ti+2]OCCC.[Cl-]